2-ETHYLHYDRACRYLIC ACID C(C)C(C(=O)O)CO